FC(C(=O)O)(F)F.C=C1C(N(CC1)[C@@H]1CNCC1)=O (S)-3-methylene-[1,3'-bipyrrolidin]-2-one trifluoroacetate